cholesta-5,7,24-triene-3beta-ol CC(C)=CCC[C@@H](C)[C@H]1CC[C@H]2C3=CC=C4C[C@H](CC[C@]4(C)[C@H]3CC[C@]12C)O